phenazinyl oxide C1(=CC=CC2=NC3=CC=CC=C3N=C12)OC1=CC=CC2=NC3=CC=CC=C3N=C12